5-Butoxy-3-(2-fluoro-4-((3-methylpiperazin-1-yl)methyl)benzyl)-1H-pyrazolo[4,3-d]pyrimidin-7-amine C(CCC)OC=1N=C(C2=C(N1)C(=NN2)CC2=C(C=C(C=C2)CN2CC(NCC2)C)F)N